tert-Butyl (Z)-2-(3-(2,4-difluorophenoxy)-6-(2-fluoro-2-(6-(pyridazin-4-yl)pyrazin-2-yl)vinyl)-2-(trifluoromethyl)phenyl)-2,9-diazaspiro[5.5]undecane-9-carboxylate FC1=C(OC=2C(=C(C(=CC2)\C=C(\C2=NC(=CN=C2)C2=CN=NC=C2)/F)N2CC3(CCC2)CCN(CC3)C(=O)OC(C)(C)C)C(F)(F)F)C=CC(=C1)F